Methyl 3-oxo-1,3-dihydro-1'H,2H-2,3'-biindole-2-carboxylate O=C1C(NC2=CC=CC=C12)(C1=CNC2=CC=CC=C12)C(=O)OC